O[C@H]1C[C@@H](NC1)C(=O)O (2R,4S)-4-hydroxy-pyrrolidine-2-carboxylic acid